O=C1NC(CCC1N1C(C2=CC=C(C=C2C1=O)OS(=O)(=O)F)=O)=O 2-(2,6-dioxo-3-piperidyl)-5-fluorosulfonyloxy-1,3-dioxo-isoindoline